(S)-N-(5-cyclopropyl-1H-pyrazol-3-yl)-2-(1-(4-methyl-thiazol-2-yl)-1H-pyrazol-4-yl)propanamide methyl-5-(dimethylamino)-2-methyl-5-oxopentanoate COC(C(CCC(=O)N(C)C)C)=O.C1(CC1)C1=CC(=NN1)NC([C@@H](C)C=1C=NN(C1)C=1SC=C(N1)C)=O